[Si]([O-])([O-])([O-])[O-].[Ca+2].[Ta+5].[Nb+5].[Ga+3] Gallium niobium tantalum calcium silicate